2-amino-6-((3-fluoro-2-methylphenyl)amino)imidazo[1,2-a]Pyridin-3-yl((1S,2S)-2-fluorocyclopropyl)methanone NC=1N=C2N(C=C(C=C2)NC2=C(C(=CC=C2)F)C)C1C(=O)[C@H]1[C@H](C1)F